(R)-5-(2-(dimethylamino)ethoxy)-N-(1-(3-(1-ethyl-1H-pyrazol-3-yl)-5-(1-methyl-1H-1,2,4-triazol-3-yl)phenyl)ethyl)-2-methylbenzamide CN(CCOC=1C=CC(=C(C(=O)N[C@H](C)C2=CC(=CC(=C2)C2=NN(C=N2)C)C2=NN(C=C2)CC)C1)C)C